3-(benzylamino)-3-oxopropionic acid tert-butyl ester C(C)(C)(C)OC(CC(=O)NCC1=CC=CC=C1)=O